ethyl 2-(2-((5-(3-(aminomethyl)phenyl)-2-cyclopropylbenzofuran-3-yl)methoxy)-4-methoxyphenyl)acetate NCC=1C=C(C=CC1)C=1C=CC2=C(C(=C(O2)C2CC2)COC2=C(C=CC(=C2)OC)CC(=O)OCC)C1